CNC(CC1=CC(=CC=C1)[N+](=O)[O-])=O N-Methyl-2-(3-nitrophenyl)acetamide